(E)-N-(2-butoxy-5-fluorophenyl)-3-(3,4-dimethoxyphenyl)acrylamide C(CCC)OC1=C(C=C(C=C1)F)NC(\C=C\C1=CC(=C(C=C1)OC)OC)=O